C(C1=CC=CC=C1)OC1=C(C(=C(C(=O)OC2=C(C(=C(C(=O)O)C(=C2C)C)O)C)C(=C1)C)C)C 4-((4-(benzyloxy)-2,3,6-trimethylbenzoyl)oxy)-2-hydroxy-3,5,6-trimethylbenzoic acid